n-butylethylphosphinat C(CCC)P([O-])(=O)CC